ethyl 1-(pyridin-4-yl)cyclopropane-1-carboxylate N1=CC=C(C=C1)C1(CC1)C(=O)OCC